FC(C=1C=C2C(NC(NC2=CC1)=O)=O)(F)F 6-(trifluoromethyl)quinazoline-2,4(1H,3H)-dione